C(C)S(=O)(=O)C=1C(=NC=CC1)C(=O)O 3-ethylsulfonyl-pyridine-2-carboxylic acid